ClC=1N=C2C(=NC1C(S(=O)(=O)N)C1=CC=C(C=C1)F)N(C(=N2)C2=NC(=CC=C2)OCC)C2=C(C=CC=C2OC)OC (5-chloro-1-(2,6-dimethoxyphenyl)-2-(6-ethoxypyridin-2-yl)-1H-imidazo[4,5-b]pyrazin-6-yl)-1-(4-fluorophenyl)methanesulfonamide